7-bromo-2-iodobenzo[b]thiophene-3-carbaldehyde BrC1=CC=CC2=C1SC(=C2C=O)I